BrC=1SC2=C(N1)C(=CC(=C2)O)C 2-bromo-4-methylbenzo[d]thiazol-6-ol